N-((2R,3S)-1-(4-hydroxy-5-methylthiazol-2-yl)-2-((((CIS)-4-phenylcyclohexyl)oxy)methyl)pyrrolidin-3-yl)methanesulfonamide OC=1N=C(SC1C)N1[C@H]([C@H](CC1)NS(=O)(=O)C)CO[C@@H]1CC[C@@H](CC1)C1=CC=CC=C1